C(C)(C)(C)OC(=O)N1CCC(CC1)(C1=CC=C(C=C1)C(=O)N1CCC(CC1)C1=CC=C(C=C1)C(F)(F)F)OC 4-methoxy-4-(4-(4-(4-(trifluoromethyl)phenyl)piperidine-1-carbonyl)phenyl)piperidine-1-carboxylic acid tert-butyl ester